[Br-].C1(=CC=CC=C1)C1=NN=NN1 phenyltetrazole bromide